C(C1=CC=CC=C1)OC=1C(=C(C=CC1OC)CC(=O)NC(CC1=CC(=C(C=C1)OCC1=CC=CC=C1)OC)([2H])[2H])CO (3-(benzyloxy)-2-(hydroxymethyl)-4-methoxyphenyl)-N-(2-(4-(benzyloxy)-3-methoxyphenyl)ethyl-1,1-d2)Acetamide